C(CCC)SC1=NC(=C(C(=N1)Cl)[N+](=O)[O-])Cl 2-(butylsulfanyl)-4,6-dichloro-5-nitropyrimidine